F\C(\C(=O)NC=1C=C2C(=NC=NC2=CC1OC)NC1=C(C=CC(=C1)C=1OC=CC1)OC)=C\[C@@H]1N(CCC1)C (R,E)-2-fluoro-N-(4-((5-(furan-2-yl)-2-methoxyphenyl)amino)-7-methoxy-quinazolin-6-yl)-3-(1-methyl-pyrrolidin-2-yl)acrylamide